C(C1=CC=CC=C1)N1[C@@H]2CO[C@H](C1)[C@H]2O (1R,4R,7S)-5-benzyl-2-oxa-5-azabicyclo[2.2.1]heptan-7-ol